(5s,7as)-5-isobutyl-2-methylenetetrahydro-1H-pyrrolizin C(C(C)C)[C@H]1N2CC(C[C@@H]2CC1)=C